tert-butyl 4-(5-cyano-2-cyclopropyl-phenyl)piperazine-1-carboxylate C(#N)C=1C=CC(=C(C1)N1CCN(CC1)C(=O)OC(C)(C)C)C1CC1